NC=1C2=C(N=CN1)C(=NC(=C2)N2CCOCC2)C=2C(=C(C=CC2C)O)C (R)-3-(4-amino-6-morpholinopyrido[3,4-d]pyrimidin-8-yl)-2,4-dimethylphenol